[Cl-].O1CCN(CC1)C(CSC1=[NH+][C@H]2[C@H](N1)CCCC2)=O |r| (±)-trans-2-((2-morpholino-2-oxoethyl)thio)-3a,4,5,6,7,7a-hexahydro-1H-benzo[d]imidazol-3-ium chloride